diazabicyclo[8.8.8]hexacos-5-ene N12NCCC=CCCCC(CCCCCCCC1)CCCCCCCC2